1-(Cyclopropylmethyl)indazol C1(CC1)CN1N=CC2=CC=CC=C12